benzyl-(2-hydroxyethyl)dimethyl-ammonium hydroxide [OH-].C(C1=CC=CC=C1)[N+](C)(C)CCO